CC=1OC(=CC1C(=O)NC1=NC(=NS1)CC(C)=NO)C1=CC(=CC=C1)OC(F)F 2-methyl-5-(3-(difluoromethoxy)phenyl)-N-(3-(2-(hydroxyimino)propyl)-1,2,4-thiadiazol-5-yl)furan-3-carboxamide